N-(4,4-dimethylcyclohexyl)-2-(1H-imidazol-1-yl)pyrimidine-4-carboxamide 3,8-diazabicyclo[3.2.1]octane-8-carboxylate C12CNCC(CC1)N2C(=O)O.CC2(CCC(CC2)NC(=O)C2=NC(=NC=C2)N2C=NC=C2)C